C1(CCCCC1)COC1=NC=CC(=C1)C1(CCCC1)C(=O)N[C@@H](C)C1=CC=C(C(=O)O)C=C1 4-[(1S)-1-[[1-[2-(Cyclohexylmethoxy)-4-pyridyl]cyclopentanecarbonyl]amino]ethyl]benzoic acid